FC=1C=2N(C=C(C1)C1=CNC=3N=C(N=CC31)NC3CCC1(CCO1)CC3)C=CN2 5-(8-fluoroimidazo[1,2-a]pyridin-6-yl)-N-((4r,7r)-1-oxaspiro[3.5]nonan-7-yl)-7H-pyrrolo[2,3-d]pyrimidin-2-amine